ClC=1C=NN(C1C(=O)NC1=NC=C(C=C1C)C#CC1=CC=CC=C1)CC1OCCC1 4-chloro-N-(3-methyl-5-(phenylethynyl)pyridin-2-yl)-1-((tetrahydrofuran-2-yl)methyl)-1H-pyrazole-5-carboxamide